C(C)C=1N=C2N(C=C(C=C2)C2CCN(CC2)S(=O)(=O)C)C1N(C=1SC=C(N1)C1=C(C=C(C=C1)F)O)C 2-(2-((2-ethyl-6-(1-(methylsulfonyl)piperidin-4-yl)imidazo[1,2-a]pyridin-3-yl)(methyl)amino)thiazol-4-yl)-5-fluorophenol